ClC1=NC=CC(=C1F)CC=1C=NC=C(C1C)[N+](=O)[O-] 2-chloro-3-fluoro-4-[(4-methyl-5-nitro-3-pyridinyl)methyl]pyridine